ClC1=C(C(=O)NC2(CC2)C=2C=NN(C2)C)C=C(C=C1)N(C)C1=NOC(C1)(C(F)(F)F)C1=CC(=CC(=C1)Cl)Cl 2-chloro-5-[[5-(3,5-dichlorophenyl)-5-(trifluoromethyl)-4H-isoxazol-3-yl]-methyl-amino]-N-[1-(1-methylpyrazol-4-yl)cyclopropyl]benzamide